COC1=C2C(=CNC2=C(C=C1)C)C(C(=O)N(C)C)=O 2-(4-methoxy-7-methylindol-3-yl)-N,N-dimethylglyoxylamide